ClC1=C(C(=CC=C1)Cl)C#CC1=NNC2=CC=C(C=C12)C(=O)N1C[C@H](CC1)N(C)C (S)-(3-((2,6-dichlorophenyl)ethynyl)-1H-indazol-5-yl)(3-(dimethylamino)pyrrolidin-1-yl)methanone